8-(5-chloro-2-fluorophenyl)-9-(4-((1-(3-fluoropropyl)azetidin-3-yl)methyl)phenyl)-6,7-dihydro-5H-benzo[7]annulene ClC=1C=CC(=C(C1)C=1CCCC2=C(C1C1=CC=C(C=C1)CC1CN(C1)CCCF)C=CC=C2)F